BrC1=CC=C2C=C(N(C2=C1)C1CCC1)C(=O)OCC Ethyl 6-bromo-1-cyclobutyl-1H-indole-2-carboxylate